5-iodo-2-(trifluoromethyl)aniline IC=1C=CC(=C(N)C1)C(F)(F)F